mercaptoformamide SNC=O